O[C@H]1[C@@](COC1)(C)N1CCC(CC1)C=1C=C2C=C(N=CC2=CC1C)NC(=O)[C@@H]1CC(OCC1)(C)C (S)-N-(6-(1-((3S,4S)-4-hydroxy-3-methyltetrahydrofuran-3-yl)piperidin-4-yl)-7-methylisoquinolin-3-yl)-2,2-dimethyltetrahydro-2H-pyran-4-carboxamide